3-(9H-carbazol-9-yl)-5-methyl-[1,1'-biphenyl] C1=CC=CC=2C3=CC=CC=C3N(C12)C=1C=C(C=C(C1)C)C1=CC=CC=C1